2,6-dichloro-4-trifluoromethyl-nicotinic acid sodium salt [Na+].ClC1=C(C(=O)[O-])C(=CC(=N1)Cl)C(F)(F)F